N1C(=CC2=CC=CC=C12)C1=NN(C2=C1C(=NC=C2)N)C(C)C 3-(1H-Indol-2-yl)-1-(propan-2-yl)-1H-pyrazolo[4,3-c]pyridin-4-amine